FC1=C(C(=O)O)C=CC(=C1)NC(=O)C1=CC(=C2CCN(C2=C1)S(=O)(=O)C1=C(C=CC(=C1)C)OC)OC 2-Fluoro-4-{[4-methoxy-1-(2-methoxy-5-methyl-benzenesulfonyl)-2,3-dihydro-1H-indole-6-carbonyl]-amino}-benzoic acid